OC1=CC=C(C=C1)C1=CC(=C2C=NN(C2=C1)C1OCCCC1)OC[C@@H]1CN(CC1)C(=O)OC(C)(C)C tert-butyl (3S)-3-(((6-(4-hydroxyphenyl)-1-(tetrahydro-2H-pyran-2-yl)-1H-indazol-4-yl)oxy)methyl)pyrrolidine-1-carboxylate